4-((3-acrylamidopropyl)dimethylammonio)butane C(C=C)(=O)NCCC[N+](CCCC)(C)C